CC1=C(C2=C(N=CN=C2NC2(CC2)C)O1)C(=O)N1CC=2N(CC1)C(=NC2C2CCO2)C(F)(F)F 6-methyl-N-(1-methylcyclopropyl)-5-[1-(oxetan-4-yl)-3-(trifluoromethyl)-5h,6h,7h,8h-imidazo[1,5-a]pyrazine-7-carbonyl]furo[2,3-d]pyrimidin-4-amine